CC=1C=CC=2N(C3=CC=C(C=C3C2C1)C)C1=CC=C(C=C1)C1=C(C(=C(C(=C1C1=CC=C(C=C1)N1C2=CC=C(C=C2C=2C=C(C=CC12)C)C)C1=NC(=CC=C1)C)C1=CC=C(C=C1)N1C2=CC=C(C=C2C=2C=C(C=CC12)C)C)C#N)C1=CC=C(C=C1)N1C2=CC=C(C=C2C=2C=C(C=CC12)C)C 4,4''-bis(3,6-dimethyl-9H-carbazol-9-yl)-4',6'-bis(4-(3,6-dimethyl-9H-carbazol-9-yl)phenyl)-5'-(6-methylpyridin-2-yl)-[1,1':2',1''-terphenyl]-3'-carbonitrile